4-amino-N-methyl-N-(5-(trifluoromethyl)-2,3-dihydro-1H-inden-1-yl)-[1,2,4]triazolo[4,3-a]quinoxaline-8-carboxamide NC=1C=2N(C3=CC(=CC=C3N1)C(=O)N(C1CCC3=CC(=CC=C13)C(F)(F)F)C)C=NN2